3-lauroxy-propanal C(CCCCCCCCCCC)OCCC=O